BrC1=CC=C(C=C1)N1CCN(CC1)CC(CC=1C=C2CN(C(C2=CC1)=O)C1C(NC(CC1)=O)=O)O 3-[5-[3-[4-(4-bromophenyl)piperazin-1-yl]-2-hydroxy-propyl]-1-oxo-isoindolin-2-yl]piperidine-2,6-dione